2-oxo-1,2,5,6,7,8-hexahydro-1,6-naphthyridine-6-carboxylic acid tert-butyl ester C(C)(C)(C)OC(=O)N1CC=2C=CC(NC2CC1)=O